2-((3-bromo-8-oxo-7,8-dihydropyrido[2,3-d]pyridazin-5-yl)methyl)isoindoline BrC1=CC2=C(C(NN=C2CN2CC3=CC=CC=C3C2)=O)N=C1